2-(Cyclopropoxy)-4-(4,4,5,5-tetramethyl-1,3,2-dioxaborolan-2-yl)pyridine Potassium acetate C(C)(=O)[O-].[K+].C1(CC1)OC1=NC=CC(=C1)B1OC(C(O1)(C)C)(C)C